(S)-2-(methoxymethyl)oxirane COC[C@H]1OC1